FC1=C(C(=O)N[C@H](C(=O)OC)CC2=CC=C(C=C2)N2C(N(C3=C(C2=O)COCC3)C)=O)C(=CC(=C1)N1[C@H](COCC1)C(F)(F)F)C methyl (S)-2-(2-fluoro-6-methyl-4-((R)-3-(trifluoromethyl)morpholino) benzamido)-3-(4-(1-methyl-2,4-dioxo-1,5,7,8-tetrahydro-2H-pyrano[4,3-d]pyrimidin-3(4H)-yl)phenyl)propanoate